1-phenyl-3-((3-(trimethoxysilyl)propyl)amino)propan-1-one C1(=CC=CC=C1)C(CCNCCC[Si](OC)(OC)OC)=O